CC=1C=C(C=NC1)CN1CC2=C(CC1)C(=CS2)C(=O)NC2=CC(=CC=C2)C(F)(F)F 6-((5-Methylpyridin-3-yl)Methyl)-N-(3-(Trifluoromethyl)Phenyl)-4,5,6,7-Tetrahydrothieno[2,3-c]Pyridin-3-Carboxamid